tert-butyl 4-(4-((5-methyl-4-(4-(methylcarbamoyl)phenyl) pyrimidin-2-yl)amino)-1H-pyrazol-1-yl)piperidine-1-carboxylate CC=1C(=NC(=NC1)NC=1C=NN(C1)C1CCN(CC1)C(=O)OC(C)(C)C)C1=CC=C(C=C1)C(NC)=O